N-(benzyloxycarbonyl)-L-leucine C(C1=CC=CC=C1)OC(=O)N[C@@H](CC(C)C)C(=O)O